3-(2-carboxyethylamino)benzoic acid C(=O)(O)CCNC=1C=C(C(=O)O)C=CC1